Cl.OC=1C=CC=C2NC=C(CCN(C(C)C)C(C)C)C12 4-hydroxy-N,N-diisopropyltryptamine hydrochloride